C(=O)O.C1(CCC1)CNC1=NC=2C=C(C(=CC2C2=C1CCC2)OC)OCCCN2CCCC2 N-(cyclobutylmethyl)-8-methoxy-7-[3-(pyrrolidin-1-yl)propoxy]-1H,2H,3H-cyclopenta[c]quinolin-4-amine formate